C(C1=CC(C(=O)O)=CC=C1)(=O)O.C(C)C(C(O)(O)CC)CCC diethyl-pentanediol isophthalate